C=C1CCCC2=CC=CC=C12 1-methylene-3,4-dihydro-2H-naphthalene